tert-butyl (tert-butoxycarbonyl)(7-(6-(1-(3,3-difluoro-1-(4-fluorophenyl)propyl)-1H-pyrazol-4-yl)pyrazin-2-yl)-[1,2,4]triazolo[1,5-a]pyridin-2-yl)carbamate C(C)(C)(C)OC(=O)N(C(OC(C)(C)C)=O)C1=NN2C(C=C(C=C2)C2=NC(=CN=C2)C=2C=NN(C2)C(CC(F)F)C2=CC=C(C=C2)F)=N1